C1(=CC=CC=C1)C=1N=C(OC1C1=CC=CC=C1)SC(C(=O)[NH2+]C)C 2-(4,5-diphenyloxazol-2-yl)sulfanylpropanoylmethyl-ammonium